calcium bis(hydrogen methylarsonate) C[As](=O)(O)[O-].C[As](=O)(O)[O-].[Ca+2]